ClC1=CC(=C(C=C1)N(S(=O)(=O)C=1C=CC2=C(C(=C(O2)C(=O)OCC)C)C1)CC)CN(CC=1SC=CC1)C(C1=C(C=CC=C1)Cl)=O ethyl 5-(N-(4-chloro-2-((2-chloro-N-(thiophen-2-ylmethyl) benzoylamino) methyl) phenyl)-N-ethylsulfamoyl)-3-methylbenzofuran-2-carboxylate